C(C)OC(=O)C=1C(N(C(=C(C1)Cl)C)C1=CC=C(C=C1)F)=O 5-chloro-1-(4-fluorophenyl)-6-methyl-2-oxo-1,2-dihydropyridine-3-carboxylic acid ethyl ester